COC=1C=2N(C=C(C1)C1=C(C(=NN1)C=1SC(=CN1)C1CCN(CC1)C(CN1CCOCC1)=O)CC(F)(F)F)N=CN2 1-(4-(2-(5-(8-methoxy-[1,2,4]triazolo[1,5-a]pyridin-6-yl)-4-(2,2,2-trifluoroethyl)-1H-pyrazol-3-yl)thiazol-5-yl)piperidin-1-yl)-2-morpholinoethan-1-one